IC=1C=C(C=C(C1)I)C(C)C 3,5-diiodoisopropylbenzene